N-(1-(2-bromophenyl)-2-methylpropan-2-yl)-1-methyl-1H-pyrrolo[2,3-b]pyridine-5-carboxamide BrC1=C(C=CC=C1)CC(C)(C)NC(=O)C=1C=C2C(=NC1)N(C=C2)C